1,1-bis(4-iodophenyl)ethaneN IC1=CC=C(C=C1)C(=C)C1=CC=C(C=C1)I